C(C(C)C)(=O)OC(C)OC(=O)NCC#CC1=C(C(=O)OC)C=CC(=C1)N1CC2(C1)CNC2 methyl 2-(3-(((1-(isobutyryloxy)ethoxy)carbonyl)amino)prop-1-yn-1-yl)-4-(2,6-diazaspiro[3.3]heptan-2-yl)benzoate